1-(4-(2-(4-bromophenyl)propan-2-yl)thiazol-2-yl)-3-(4-(3-hydroxypyrrolidin-1-yl)benzyl)urea BrC1=CC=C(C=C1)C(C)(C)C=1N=C(SC1)NC(=O)NCC1=CC=C(C=C1)N1CC(CC1)O